C1(CC1)NC(C([C@H](C[C@H]1C(NCC1)=O)NC([C@H](CC(C)C)NC(OC(C(F)(F)C=1C=C(C=CC1)C1=CC=CC=C1)C(C)C)=O)=O)=O)=O 1-([1,1'-biphenyl]-3-yl)-1,1-difluoro-3-methylbutan-2-yl ((S)-1-(((S)-4-(cyclopropylamino)-3,4-dioxo-1-((S)-2-oxopyrrolidin-3-yl)butan-2-yl)amino)-4-methyl-1-oxopentan-2-yl)carbamate